FC1=C(C=C(C(=O)OC)C=C1C(F)(F)F)OCOC methyl 4-fluoro-3-(methoxymethoxy)-5-(trifluoromethyl)benzoate